((3R,5S)-5-(((4,4''-difluoro-[1,1':3',1''-terphenyl]-5'-yl)oxy)methyl)pyrrolidin-3-yl)methanamine dihydrochloride Cl.Cl.FC1=CC=C(C=C1)C1=CC(=CC(=C1)OC[C@@H]1C[C@@H](CN1)CN)C1=CC=C(C=C1)F